(4-methyl-3-{[(oxacyclohex-2-yl)oxy]methyl}phenyl)methanol Pyridinium chlorochromate salt [Cr](=O)(=O)([O-])Cl.[NH+]1=CC=CC=C1.CC1=C(C=C(C=C1)CO)COC1OCCCC1